4-[(6R)-2-acetyl-7-[(5-methoxy-7-methyl-1H-indol-4-yl)methyl]-2,7-diazaspiro[3.5]nonan-6-yl]-3-(methylamino)benzoic acid C(C)(=O)N1CC2(C1)C[C@@H](N(CC2)CC2=C1C=CNC1=C(C=C2OC)C)C2=C(C=C(C(=O)O)C=C2)NC